PYRROLO[1,2-B]PYRAZOLE N1N2C(C=C1)=CC=C2